(1S,3R)-3-acetylamino-N-(5-chloro-4-(3-(1,1-difluoro-2-hydroxypropan-2-yl)-7-fluoro-2-methyl-2H-indazol-5-yl)pyridin-2-yl)cyclohexane-1-carboxamide C(C)(=O)N[C@H]1C[C@H](CCC1)C(=O)NC1=NC=C(C(=C1)C1=CC2=C(N(N=C2C(=C1)F)C)C(C(F)F)(C)O)Cl